COC(=O)C=1C=CC2=C(N(C(=N2)CC2=CC=C(C=C2)C2=NC(=CC=C2)OCC2=C(C=C(C=C2)C#N)F)C[C@H]2OCC2)C1.C(C)C1(COC1)COCOC1OC1 3-ethyl-3-[(oxiranyloxymethoxy)methyl]oxetane methyl-(S)-2-(4-(6-((4-cyano-2-fluorobenzyl)oxy)pyridin-2-yl)benzyl)-1-(oxetan-2-ylmethyl)-1H-benzo[d]imidazole-6-carboxylate